NC1=NC=C(C2=C1C(=NN2C)C2=CC(=C(C=C2)NS(=O)(=O)C(F)F)O[C@@H](C)C2=CC(=CC=C2)Cl)C=2C=NN(C2)C2CCOCC2 (S)-N-(4-(4-amino-1-methyl-7-(1-(tetrahydro-2H-pyran-4-yl)-1H-pyrazol-4-yl)-1H-pyrazolo[4,3-c]pyridin-3-yl)-2-(1-(3-chlorophenyl)ethoxy)phenyl)-1,1-difluoromethane-sulfonamide